ClC=1C(=NC(=NC1)NC1CCOCC1)C=1C=C2C(=NC1)CN(C2=O)CC(=O)N[C@@H]2[C@@H](CC1=CC=C(C=C21)OC)O 2-(3-{5-chloro-2-[(oxacyclohex-4-yl)amino]pyrimidin-4-yl}-5-oxo-5H,6H,7H-pyrrolo[3,4-b]pyridin-6-yl)-N-[(1S,2R)-2-hydroxy-6-methoxy-2,3-dihydro-1H-inden-1-yl]acetamide